4-(4-aminophenyl)-6-methyl-1H-pyrrolo[2,3-c]pyridin-7(6H)-one NC1=CC=C(C=C1)C=1C2=C(C(N(C1)C)=O)NC=C2